6-chloro-2-(6-methoxypyrimidin-4-yl)-1-methyl-pyrrolo[3,2-c]pyridine ClC1=CC2=C(C=N1)C=C(N2C)C2=NC=NC(=C2)OC